ClC=1C=C(C=CC1OC)C1=NC2=C(N1C(C(=O)NC1CCCC1)C1CCCCC1)C=C(C=C2)OC 2-[2-(3-chloro-4-methoxy-phenyl)-6-methoxy-benzoimidazol-1-yl]-2-cyclohexyl-N-cyclopentyl-acetamide